2,2-diphenylpropionate C1(=CC=CC=C1)C(C(=O)[O-])(C)C1=CC=CC=C1